1,4-dibutoxy-1,4-dibromobutane C(CCC)OC(CCC(Br)OCCCC)Br